The molecule is a steroid glucuronide anion that is the conjugate base of estriol 16-O-(beta-D-glucuronide) arising from deprotonation of the carboxylic acid function; major species at pH 7.3. It is a steroid glucosiduronic acid anion and a beta-D-glucosiduronate. It is a conjugate base of an estriol 16-O-(beta-D-glucuronide). C[C@]12CC[C@H]3[C@H]([C@@H]1C[C@H]([C@@H]2O)O[C@H]4[C@@H]([C@H]([C@@H]([C@H](O4)C(=O)[O-])O)O)O)CCC5=C3C=CC(=C5)O